O1C(CCCC1)OC12C[C@H]3C([C@H](CC(C1)C3)C2)C=O (1R,2s,3S,5s,7s)-5-((tetrahydro-2H-pyran-2-yl)oxy)adamantane-2-carbaldehyde